C(C)C1=CC(=C(C=C1)CC(=O)OCC)OC ethyl 2-(4-ethyl-2-methoxyphenyl)acetate